(S,3R)-N'-(((R)-3-(methoxymethyl)-1,2,3,5,6,7-hexahydro-s-indacen-4-yl)carbamoyl)-3-methyl-2,3-dihydropyrazolo[5,1-b]oxazole-7-sulfonimidamide COC[C@@H]1CCC2=CC=3CCCC3C(=C12)NC(=O)N=[S@@](=O)(N)C=1C=NN2C1OC[C@H]2C